(3s)-3-[7-[2-cyano-6-fluoro-3-[[2-hydroxyethyl(methyl)sulfamoyl]amino]phenoxy]quinoxalin-2-yl]-1-oxa-8-azaspiro[4.5]decane C(#N)C1=C(OC2=CC=C3N=CC(=NC3=C2)[C@H]2COC3(C2)CCNCC3)C(=CC=C1NS(N(C)CCO)(=O)=O)F